(S)-3-Fluoro-9-(2-hydroxy-2-methyl-propyl)-2-((R)-3-methylmorpholin-4-yl)-8-trifluoromethyl-6,7,8,9-tetrahydro-pyrimido[1,2-a]-pyrimidin-4-one FC1=C(N=C2N(C1=O)CC[C@H](N2CC(C)(C)O)C(F)(F)F)N2[C@@H](COCC2)C